2-phenyl-1-iodobenzene C1(=CC=CC=C1)C1=C(C=CC=C1)I